tert-butyl-rel-(2R,3R)-2-({[4-(benzyloxy)cyclohexyl]oxy}methyl)-3-ethenesulfonamido-3-(prop-2-en-1-yl)piperidine-1-carboxylate C(C)(C)(C)OC(=O)N1[C@H]([C@@](CCC1)(CC=C)NS(=O)(=O)C=C)COC1CCC(CC1)OCC1=CC=CC=C1 |o1:8,9|